4-((1s,4r)-4-(3-(6-(8-(benzo[d]thiazol-2-ylcarbamoyl)-3,4-dihydroisoquinolin-2(1H)-yl)-2-(tert-butoxycarbonyl)pyridin-3-yl)-2-methylphenoxy)cyclohexyl)butanoic acid S1C(=NC2=C1C=CC=C2)NC(=O)C=2C=CC=C1CCN(CC21)C2=CC=C(C(=N2)C(=O)OC(C)(C)C)C=2C(=C(OC1CCC(CC1)CCCC(=O)O)C=CC2)C